C(C1=CC=CC=C1)OC1=NC(=CC=C1N1C(N(C2=C1C=CC(=C2)C=2C=C(C=CC2)CC(=O)OC(C)(C)C)C)=O)OCC2=CC=CC=C2 tert-butyl 2-(3-(1-(2,6-bis(benzyloxy)pyridin-3-yl)-3-methyl-2-oxo-2,3-dihydro-1H-benzo[d]imidazol-5-yl)phenyl)acetate